1-[tri(methoxyethoxy)silyl]-ethene COCCO[Si](C=C)(OCCOC)OCCOC